C(CCCCCCCCCCC)N(CC(CO)O)CC(CO)O 3,3'-(dodecylimino)dipropane-1,2-diol